BrC1=NC(=CC2=C1C(CN2)(C)C)Br 4,6-dibromo-3,3-dimethyl-2,3-dihydro-1H-pyrrolo[3,2-c]pyridine